C(C1=CC=CC=C1)OC1=NC(=CC=C1N1C(N(C2=C1C=CC(=C2F)N2CCC(CC2)CC(=O)OC(C)(C)C)C)=O)OCC2=CC=CC=C2 tert-butyl 2-[1-[1-(2,6-dibenzyloxy-3-pyridyl)-4-fluoro-3-methyl-2-oxo-benzimidazol-5-yl]-4-piperidyl]acetate